P(=O)(OC1=CC=C2C(CNC2=C1)CCN(C)CC)([O-])[O-] dihydro-3-(2-(ethyl (methyl) amino) ethyl)-1H-indol-6-yl phosphate